ClC=1C(=NC=CC1C1=C(C(=CC=C1)NC1=NC=CC(=C1F)CNCC(C)(C)O)Cl)C1=CC(=C(CNC[C@H]2CCC(N2)=O)C=C1)OC (R)-5-(((4-(3-chloro-4-(2-chloro-3-((3-fluoro-4-(((2-hydroxy-2-methylpropyl)amino)methyl)pyridin-2-yl)amino)phenyl)pyridin-2-yl)-2-methoxybenzyl)amino)methyl)pyrrolidin-2-one